Dinatrium 4,4-bis[(4-anilino-6-morpholino-1,3,5-triazin-2-yl)amino]-stilben-2,2-disulfonat N(C1=CC=CC=C1)C1=NC(=NC(=N1)N1CCOCC1)NC1(CC(C(C=C1)C=CC1=CC=CC=C1)(S(=O)(=O)[O-])S(=O)(=O)[O-])NC1=NC(=NC(=N1)NC1=CC=CC=C1)N1CCOCC1.[Na+].[Na+]